[4-[[4-(3,5-dioxo-1,2,4-triazolidin-4-yl)pyridin-1-ium-1-yl]methyl]phenyl]methyl-trimethyl-ammonium trifluoroacetate FC(C(=O)[O-])(F)F.O=C1NNC(N1C1=CC=[N+](C=C1)CC1=CC=C(C=C1)C[N+](C)(C)C)=O.FC(C(=O)[O-])(F)F